5-(4-fluorophenyl)-4-hydroxy-2-(methoxymethyl)-N-[4-[(7-methoxy-1,5-naphthyridin-4-yl)oxy]phenyl]-6-methylpyridine-3-carboxamide FC1=CC=C(C=C1)C=1C(=C(C(=NC1C)COC)C(=O)NC1=CC=C(C=C1)OC1=CC=NC2=CC(=CN=C12)OC)O